N[C@H]1[C@@H](CCCC1)NC(=O)C=1SC=2N=CC=C3N(C(NC1C23)=O)C2=CC=C(C=C2)OC2=CC=CC=C2 N-((1R,2R)-2-Aminocyclohexyl)-4-oxo-5-(4-phenoxyphenyl)-4,5-dihydro-3H-1-thia-3,5,8-triazaacenaphthylene-2-carboxamide